N-[2-hydroxy-5-[1-hydroxy-2-[methyl-[2-(4-methoxyphenyl)-1-methylethyl]amino]ethyl]phenyl]carboxamide OC1=C(C=C(C=C1)C(CN(C(CC1=CC=C(C=C1)OC)C)C)O)NC=O